4-[(3-methanesulfonylpyridin-2-yl)amino]-6-[(6-methoxypyridazin-3-yl)amino]-N-(2H3)methylpyridazine-3-carboxamide CS(=O)(=O)C=1C(=NC=CC1)NC1=C(N=NC(=C1)NC=1N=NC(=CC1)OC)C(=O)NC([2H])([2H])[2H]